C(CCCCCCCCC)(=O)OCCCN(CCCCCCCCCCCCCC)CCC1CN(CCC1)C(CN(CCCCCCCCC)CCN(CCCCCCCCC)CCCCCCCCC)=O 3-((2-(1-(N-(2-(dinonylamino)ethyl)-N-nonylglycyl)piperidin-3-yl)ethyl)(tetradecyl)amino)propyl decanoate